methyl 4-(4-((((4-chlorobenzyl)oxy)carbonyl)amino)benzyl)piperidine-1-carboxylate ClC1=CC=C(COC(=O)NC2=CC=C(CC3CCN(CC3)C(=O)OC)C=C2)C=C1